dilithium 1,1'-binaphthyl C1(=CC=CC2=CC=CC=C12)C1=CC=CC2=CC=CC=C12.[Li].[Li]